5-(7,7-difluoro-2-((2S,3R)-3-hydroxy-2-methylazetidin-1-yl)-6,7-dihydro-5H-cyclopenta[d]pyrimidin-4-yl)-2,3-dihydrospiro[indene-1,2'-pyrrolidin]-5'-one FC1(CCC2=C1N=C(N=C2C=2C=C1CCC3(NC(CC3)=O)C1=CC2)N2[C@H]([C@@H](C2)O)C)F